6-methyl-4-oxo-2,4,6,7-tetrahydro-5H-pyrrolo[3,4-c]pyridine-5-carboxylic acid tert-butyl ester C(C)(C)(C)OC(=O)N1C(C=2C(CC1C)=CNC2)=O